1-(2-aminopyridin-3-yl)-3-(3-chlorophenyl)prop-2-yn-1-one NC1=NC=CC=C1C(C#CC1=CC(=CC=C1)Cl)=O